C(C1=CC=CC=C1)OCC(=O)NC1=C2C(N(C(C2=CC=C1)=O)[C@H](CS(=O)(=O)C)C1=NC(=C(C=C1)OC)OCC)=O (S)-2-(benzyloxy)-N-(2-(1-(6-ethoxy-5-methoxypyridin-2-yl)-2-(methylsulfonyl)ethyl)-1,3-dioxoisoindolin-4-yl)acetamide